6-{7-[(7S)-4-azaspiro[2.5]oct-7-yl]-6,7-dihydro-5H-pyrrolo[2,3-c]pyridazin-3-yl}-2-methyl-1,3-benzooxazol-5-ol C1CC12NCC[C@@H](C2)N2CCC1=C2N=NC(=C1)C1=CC2=C(N=C(O2)C)C=C1O